S1C=NC2=C1C=CC(=C2)O benzo[d]thiazol-5-ol